C(N)(=N)C=1C=[NH+]C=CC1 3-amidinopyridinium